1-(benzofuran-2-yl(1-butyl-1H-tetrazol-5-yl)methyl)-4-(2-methoxyphenyl)piperazine O1C(=CC2=C1C=CC=C2)C(N2CCN(CC2)C2=C(C=CC=C2)OC)C2=NN=NN2CCCC